COC=1C=C(C=CC1C)CN[C@H](C(=O)O)CCC(C)(C)C (2S)-2-{[(3-methoxy-4-methylphenyl)methyl]amino}-5,5-dimethylhexanoic acid